C(CC)OC1=CC=C(C(=O)C2=CC=CC=C2)C=C1 4-propoxybenzophenone